tert-butyl (S)-3-((4-((3-chloro-2-fluoro-4-(((S)-tetrahydrofuran-3-yl)methoxy)phenyl)amino)pyrido[3,2-d]pyrimidin-6-yl)oxy)pyrrolidine-1-carboxylate ClC=1C(=C(C=CC1OC[C@@H]1COCC1)NC=1C2=C(N=CN1)C=CC(=N2)O[C@@H]2CN(CC2)C(=O)OC(C)(C)C)F